CC1=C(C=C(C(=O)NC2=CC(=NN2C)CC(C)C)C=C1)C#CC=1C=NC=CC1 4-methyl-N-[1-methyl-3-(2-methylpropyl)-1H-pyrazol-5-yl]-3-[2-(pyridin-3-yl)ethynyl]benzamide